FC1=CC(=C(C=C1)C1=CC(=CC=C1)C=1SC2=C(N1)C=C(C=C2)CN[C@H]2[C@H](CCC2)O)C2=NN=CN2C (1S,2R)-2-(((2-(4'-Fluoro-2'-(4-methyl-4H-1,2,4-triazol-3-yl)-[1,1'-biphenyl]-3-yl)benzo[d]thiazol-5-yl)methyl)amino)cyclopentan-1-ol